N-ethylpyridinium triflat [O-]S(=O)(=O)C(F)(F)F.C(C)[N+]1=CC=CC=C1